OC=1C=C(C=CC1)C1(C(=NN(C1=O)C1=CC=CC=C1)C)C(=O)N (3-hydroxyphenyl)-3-methyl-5-oxo-1-phenyl-4H-pyrazole-4-carboxamide